CC1=CC(C2C(C1C2)(C)C)=O 4,6,6-trimethylbicyclo[3.1.1]hept-3-en-2-one